7-bromo-1,1-dimethyl-1,3-dihydroisobenzofuran BrC=1C=CC=C2COC(C12)(C)C